FC1=C(C=CC(=C1)C(F)(F)F)C1=NC(=NC2=C1N=C(N(C2=O)C)C)[C@H]2C[C@H](OCC2)C=2C=NN(C2)C 8-(2-fluoro-4-(trifluoromethyl)phenyl)-2,3-dimethyl-6-((2S,4R)-2-(1-methyl-1H-pyrazol-4-yl)tetrahydro-2H-pyran-4-yl)pyrimido[5,4-d]pyrimidin-4(3H)-one